C(CCCNC1=C(C=C(C(=O)N)C=C1)N)NC1=C(C=C(C(=O)N)C=C1)N 4,4'-(butane-1,4-diylbis(azanediyl))bis(3-aminobenzamide)